stannous bis(2-ethylhexanoate) C(C)C(C(=O)[O-])CCCC.C(C)C(C(=O)[O-])CCCC.[Sn+2]